3-(7-bromo-4-fluoroindol-1-yl)butan BrC=1C=CC(=C2C=CN(C12)C(CC)C)F